FC1=C(C=CC(=C1)F)CNC(=O)C=1C(C(=C2N(C[C@H]3N(C2=O)C[C@H]2N3CCC2)C1)OCC1=CC=CC=C1)=O (4aR,13aS)-N-[(2,4-difluorophenyl)methyl]-9,11-dioxo-10-[(phenylmethyl)oxy]-2,3,4a,5,9,11,13,13a-octahydro-1H-pyrido[1,2-a]pyrrolo[1',2':3,4]imidazo[1,2-d]pyrazine-8-carboxamide